4-((2S,5R)-4-(1-(4-cyanophenyl)propyl)-2,5-diethylpiperazin-1-yl)-1-methyl-2-oxo-1,2-dihydropyrido[3,2-d]pyrimidine-6-carbonitrile C(#N)C1=CC=C(C=C1)C(CC)N1C[C@@H](N(C[C@H]1CC)C=1C2=C(N(C(N1)=O)C)C=CC(=N2)C#N)CC